3-methyl-1,4-pentadiene CC(C=C)C=C